(1-(4-cyano-7H-pyrrolo[2,3-d]pyrimidin-2-yl)-4-phenylpiperidin-4-yl)carbamic acid tert-butyl ester C(C)(C)(C)OC(NC1(CCN(CC1)C=1N=C(C2=C(N1)NC=C2)C#N)C2=CC=CC=C2)=O